N-benzyl-7-hydroxy-3,7-dimethyloctan-1-imine oxide C(C1=CC=CC=C1)[N+](=CCC(CCCC(C)(C)O)C)[O-]